ClC1=C(OC2=CC=CC3=C2NC(=NS3(=O)=O)NCC3=NC=C(C=C3)O)C=CC=C1 5-(2-chlorophenoxy)-3-(((5-hydroxypyridin-2-yl)methyl)amino)-4H-benzo[e][1,2,4]thiadiazine 1,1-dioxide